ClC=1C=C(C=CC1OCC1=NC=CC=C1)NC1=NC=NC2=CC=C(C(=C12)OC)N N4-(3-chloro-4-(pyridin-2-ylmethoxy)phenyl)-5-methoxyquinazolin-4,6-diamine